C(C)(C)OC([C@@H](NC([C@]1(N(CCC1)C(CN)=O)C)=O)CCC(=O)O)=O glycyl-L-2-methylprolyl-L-glutamic α-isopropyl ester